C(N)(O[C@@H]1[C@@H](CCC2=CC=CC(=C12)Cl)OC(N)=O)=O (1S,2R)-8-chloro-1,2,3,4-tetrahydronaphthalen-1,2-diyl dicarbamate